C(CN)N.C(CN)N diethylenetetramine